C(CC)N1N=CC(=C1)C=1C2=C(N=C(N1)NC1=CC=C(C(=O)NCCCCNC(OC(C)(C)C)=O)C=C1)NC=C2 tert-butyl (4-(4-((4-(1-propyl-1H-pyrazol-4-yl)-7H-pyrrolo[2,3-d]pyrimidin-2-yl)amino)benzamido)butyl)carbamate